(R)-(((3-((1-methylpyrrolidin-2-yl)methyl)-1H-indol-4-yl)oxy)meth-yl)phosphonic acid CN1[C@H](CCC1)CC1=CNC2=CC=CC(=C12)OCP(O)(O)=O